F[B-](F)(F)F.C(CCC)N1C=NC=C1 N-butyl-imidazole tetrafluoroborate